2-(4-((5,6,7,8-tetrahydro-2,6-naphthyridin-3-yl)amino)phenyl)tetrahydrothiophene 1,1-dioxide C1=NC(=CC=2CNCCC12)NC1=CC=C(C=C1)C1S(CCC1)(=O)=O